3-((3-mercaptopropyl)thio)propane SCCCSCCC